Cyclopropyl-6-(hydroxymethyl)morpholine-4-carboxylate C1(CC1)OC(=O)N1CCOC(C1)CO